NC1=CC(=NN1CC(=O)N1C[C@@]2(CCC1)C1=C(NC(O2)=O)C=CC(=C1F)Cl)C1=CC=C(C=C1)F (R)-1'-(2-(5-Amino-3-(4-fluorophenyl)-1H-pyrazol-1-yl)acetyl)-6-chloro-5-fluorospiro[benzo[d][1,3]oxazine-4,3'-piperidin]-2(1H)-one